[Si](C)(C)(C(C)(C)C)OC(C)(C)C1=CC(=NC(=C1F)Cl)C(C(F)(F)F)=O 1-(4-(2-((tert-butyldimethylsilyl)oxy)propan-2-yl)-6-chloro-5-fluoropyridin-2-yl)-2,2,2-trifluoroethan-1-one